Cl.FC(OC1=C(C=CC=C1)C(N)=N)(F)F 2-(trifluoromethoxy)benzene-1-carboximidamide hydrogen chloride